CN=C(NC(N)=NC)N dimethyl-biguanide